C(C)(C)(C)S(=O)(=O)C1=CC=C(C=C1)S(=O)(=O)NC1=C(C(=O)O)C=CC(=C1)F 2-((4-(tert-butylsulfonyl)phenyl)sulfonamido)-4-fluorobenzoic Acid